NC1=NC=2C=CC(=CC2C2=C1[C@@H](OC2)C)C(=O)N(CC2=NC=C(C=C2)C(F)(F)F)[C@@H]2[C@H](C2)C2CC2 (3S)-4-amino-N-((1R,2S)-[1,1'-bi(cyclopropyl)]-2-yl)-3-methyl-N-((5-(trifluoromethyl)-2-pyridinyl)methyl)-1,3-dihydrofuro[3,4-c]quinoline-8-carboxamide